N-(4-(4-amino-5-(3-fluoro-4-((6-methylpyridin-2-yl)oxy)phenyl)pyrazolo[5,1-f][1,2,4]triazin-6-yl)-3-fluorophenyl)methacrylamide NC1=NC=NN2C1=C(C(=N2)C2=C(C=C(C=C2)NC(C(=C)C)=O)F)C2=CC(=C(C=C2)OC2=NC(=CC=C2)C)F